tri-ammonium farnesyl pyrophosphate O(P([O-])(=O)OP(=O)([O-])[O-])CC=C(C)CCC=C(C)CCC=C(C)C.[NH4+].[NH4+].[NH4+]